CS(=O)(=O)N1CCNCC1 1-(methylsulfonyl)piperazine